5-chloro-4-(2-fluoro-5-nitrophenyl)-N-(1-methyl-1H-pyrazol-4-yl)pyrimidin-2-amine ClC=1C(=NC(=NC1)NC=1C=NN(C1)C)C1=C(C=CC(=C1)[N+](=O)[O-])F